2-(4-(difluoromethoxy)-phenyl)-4,4,5,5-tetramethyl-1,3,2-dioxaborolan FC(OC1=CC=C(C=C1)B1OC(C(O1)(C)C)(C)C)F